COC1=NC=2CCN(CC2C=C1NC1=NC2=C(C=CC=C2C=N1)C1=NC=CC=C1)C N-(2-methoxy-6-methyl-5,6,7,8-tetrahydro-1,6-naphthyridin-3-yl)-8-(pyridin-2-yl)quinazolin-2-amine